ClC1=C(C=CC=C1)C1=C(C(=NC2=CC(=CC=C12)C1=CC=NN1C)N1C(C2(CNC2)CC1)C)C#N 4-(2-chlorophenyl)-7-(1-methyl-1H-pyrazol-5-yl)-2-(5-methyl-2,6-diazaspiro[3.4]octan-6-yl)quinoline-3-carbonitrile